CC(C)(CN(C)CCC(C1=CC=CC=C1)C2=CC=CC=C2)O 2,N-dimethyl-N-(3,3-diphenylpropyl)-1-amino-2-propanol